C(#N)C(C)(C)N1CCN(CC1)C(=O)NC=1SC(=C(N1)C1=CC(=CC=C1)C#N)C=1C=C2C(=NC=NC2=CC1)C 4-(1-Cyano-1-methyl-ethyl)-N-[4-(3-cyanophenyl)-5-(4-methylquinazolin-6-yl)thiazol-2-yl]piperazine-1-carboxamide